lithium bis(2-fluoro-2-trifluoromethylmalonate) borate B([O-])(O)O.FC(C(=O)O)(C(=O)O)C(F)(F)F.FC(C(=O)O)(C(=O)O)C(F)(F)F.[Li+]